trans-L-3-acetyl-2,2-dimethyl-cyclopropanecarboxylic acid C(C)(=O)[C@@H]1C([C@H]1C(=O)O)(C)C